O\N=C(/N)\C1=CN=C(S1)N1C2CN(C(C1)C2)C(=O)OC(C)(C)C tert-butyl (Z)-5-(5-(N'-hydroxycarbamimidoyl)thiazol-2-yl)-2,5-diazabicyclo[2.2.1]heptane-2-carboxylate